(4-bromo-2,6-difluorobenzyl)-7-methoxy-1,8-naphthyridine-3,4-diamine BrC1=CC(=C(CC2=NC3=NC(=CC=C3C(=C2N)N)OC)C(=C1)F)F